tert-butyl ((2S)-3-(8-acetyl-2-oxo-1,8-diazaspiro[4.5]dec-3-yl)-1-amino-1-oxopropan-2-yl)carbamate C(C)(=O)N1CCC2(CC(C(N2)=O)C[C@@H](C(=O)N)NC(OC(C)(C)C)=O)CC1